((2R,3S,4R,5R)-5-(4-aminopyrrolo[2,1-f][1,2,4]triazin-7-yl)-5-cyano-3,4-dihydroxytetrahydrofuran-2-yl)methyl ((S)-3-(benzyloxy)-2-((octadecyloxy)methyl)propyl) hydrogen phosphate P(=O)(OC[C@H]1O[C@@]([C@@H]([C@@H]1O)O)(C#N)C1=CC=C2C(=NC=NN21)N)(OC[C@H](COCC2=CC=CC=C2)COCCCCCCCCCCCCCCCCCC)O